C(C)(=O)OC1=CC=C(C=C1)C(C)=O 4'-acetoxyacetophenone